FC(OC1=CC=C(C=N1)CO)F (6-(difluoromethoxy)pyridin-3-yl)methanol